CN(C(=O)NC1=CC(=C(C=C1)Cl)Cl)C N,N-dimethyl-N'-(3,4-dichlorophenyl)urea